C(CCCCCC(C)C)(=O)[O-].[Sn+4].C(CCCCCC(C)C)(=O)[O-].C(CCCCCC(C)C)(=O)[O-].C(CCCCCC(C)C)(=O)[O-] tin isononanoate